COC([C@@H](NC([C@@H](NC(=O)OCC1C2=CC=CC=C2C2=CC=CC=C12)C(C)C)=O)C)=O Fmoc-valyl-alanine methyl ester